(2S,3S,4R,5S)-1-butyl-2-(hydroxymethyl)piperidine-3,4,5-triol C(CCC)N1[C@H]([C@@H]([C@@H]([C@H](C1)O)O)O)CO